ClC=1C=C(C=C(C1)Cl)C1=CC(=CC(=N1)OC=1C=NC(=NC1)N1CC(N(CC1)C(=O)OC(C)(C)C)C)COS(=O)(=O)C tert-Butyl 4-(5-((6-(3,5-dichlorophenyl)-4-(((methylsulfonyl)oxy)methyl)pyridin-2-yl)oxy)pyrimidin-2-yl)-2-methylpiperazine-1-carboxylate